N2,N7-bis(4-bromophenyl)-N2,N7-bis(4-(t-butyl)phenyl)-9,10-dioctylphenanthren-2,7-diamine BrC1=CC=C(C=C1)N(C1=CC=2C(=C(C3=CC(=CC=C3C2C=C1)N(C1=CC=C(C=C1)C(C)(C)C)C1=CC=C(C=C1)Br)CCCCCCCC)CCCCCCCC)C1=CC=C(C=C1)C(C)(C)C